FC1=CC(=CC(=C1C1=CC(=C(C=C1)OC)OC)C=1N=NN(N1)C(C1=CC=CC=C1)(C1=CC=CC=C1)C1=CC=CC=C1)[N+](=O)[O-] 5-(6-fluoro-3',4'-dimethoxy-4-nitro-[1,1'-biphenyl]-2-yl)-2-trityl-2H-tetrazole